chloromethyl-n-butyl-aluminum ClC[Al]CCCC